CC(C#C)(C)N1N=C2N(C(N(CC2=C1)C1CCN(CC1)C1=C(C=CC=C1C)F)=O)CC1=C(C=CC=C1)C(F)(F)F 2-(1,1-Dimethyl-prop-2-ynyl)-5-[1-(2-fluoro-6-methyl-phenyl)-piperidin-4-yl]-7-(2-trifluoromethyl-benzyl)-2,4,5,7-tetrahydro-pyrazolo[3,4-d]pyrimidin-6-on